C(N)(OCC1=CC=C(C=C1)B(O)O)=O p-(dihydroxyboryl)-benzyl carbamate